di(2-ethylhexyl)phosphoryl chloride C(C)C(CP(=O)(CC(CCCC)CC)Cl)CCCC